CC1(C(=C(C1)C1=C(C=CC=C1)NC(C)=O)C1=CC=C(C=C1)OCC1=CC=CC=C1)C N-(2-(3,3-dimethyl-2-(4-benzyloxyphenyl)cyclobut-1-enyl)phenyl)acetamide